2-methoxycinnamic acid ethyl ester C(C)OC(C=CC1=C(C=CC=C1)OC)=O